ClC1=NC(=C2C(=N1)N(N=C2C)C(C)C)NCC2=CC=C(C=C2)F 6-chloro-N-[(4-fluorophenyl)methyl]-3-methyl-1-(propan-2-yl)-1H-pyrazolo[3,4-d]pyrimidin-4-amine